C(C(C)C)C(O)CC(C)C di-iso-butylcarbinol